N-(5-Bromo-4-(2-(dimethylamino)ethoxy)pyrimidin-2-yl)-6-(2-cyclopropyl-4-(5-methyl-1,2,4-oxadiazol-3-yl)phenyl)nicotinamid BrC=1C(=NC(=NC1)NC(C1=CN=C(C=C1)C1=C(C=C(C=C1)C1=NOC(=N1)C)C1CC1)=O)OCCN(C)C